di-hydropyridinone N1C(CCC=C1)=O